(7-(2-(tert-butyl)pyridin-4-yl)-2-azaspiro[3.5]non-2-yl)((1s,3s)-3-hydroxy-3-methylcyclobutyl)methanone C(C)(C)(C)C1=NC=CC(=C1)C1CCC2(CN(C2)C(=O)C2CC(C2)(C)O)CC1